O=C1N(C(NC(C1)=O)=S)CCC1=CC=CC=C1 tetrahydro-4,6-dioxo-3-phenethyl-2-thioxopyrimidin